CN1CC=2C(C3=CC=CC(=C13)N)=NN(C2)C2COC2 5-methyl-2-(oxetan-3-yl)-4,5-dihydro-2H-pyrazolo[4,3-c]quinolin-6-amine